Methyl (5-bromo-3-oxetan-3-ylmethyl-2,4-dioxo-3,4-dihydro-2H-pyrimidin-1-yl)-acetate BrC=1C(N(C(N(C1)CC(=O)OC)=O)CC1COC1)=O